P(=O)([O-])([O-])O.[Na+].[NH4+] monoammonium sodium phosphate